dipentyldisulfide C(CCCC)SSCCCCC